N1N=CC=C1CNC1=NC=2C(=NC=C(N2)SC=2C(=NC=CC2)C(F)(F)F)N1 N-((1H-pyrazol-5-yl)methyl)-5-((2-(trifluoromethyl)pyridin-3-yl)thio)-1H-imidazo[4,5-b]pyrazin-2-amine